6-fluoro-5-methyl-1-(oxan-2-yl)-1H-indazole Cesium carbonate C([O-])([O-])=O.[Cs+].FC1=C(C=C2C=NN(C2=C1)C1OCCCC1)C.[Cs+]